NCC=1C=C(C=CC1)C1=CC=CC(=C1)N1CCC2(CC2)CC1 3'-(aminomethyl)-5-(6-azaspiro[2.5]octane-6-yl)-[1,1'-biphenyl]